8-(hydroxymethyl)-3-methyl-1H-pyrrolo[1,2,3-de]quinoxalin-2(3H)-one OCC=1C=C2C=3N(C(C(NC3C1)=O)C)C=C2